methyl N-[5-[6-[(3,5-dimethylphenyl)-methyl-carbamoyl]imidazo[1,2-a]pyridin-3-yl]-2-pyridyl]carbamate CC=1C=C(C=C(C1)C)N(C(=O)C=1C=CC=2N(C1)C(=CN2)C=2C=CC(=NC2)NC(OC)=O)C